2-(5-(2-(methylamino)propyl)-1,3,4-oxadiazol-2-yl)-N-(4-(trifluoromethyl)phenyl)aniline CNC(CC1=NN=C(O1)C1=C(NC2=CC=C(C=C2)C(F)(F)F)C=CC=C1)C